4,4'-(hexahelicene-2,15-diylbis(ethyne-2,1-diyl))di(N,N-dimethylaniline) C1=C(C=CC2=CC=C3C=CC4=CC=C5C=CC6=CC=C(C=C6C5=C4C3=C12)C#CC1=CC=C(N(C)C)C=C1)C#CC1=CC=C(N(C)C)C=C1